diethylbis[2,3-dibromoprop-2-en-1-yl-oxy]silane C(C)[Si](OCC(=CBr)Br)(OCC(=CBr)Br)CC